COC(C1=C(C=CC=C1)N1C2=CC(=CC=C2C=2C=CC(=CC12)Br)Br)=O (2,7-dibromo-9H-carbazol-9-yl)benzoic acid methyl ester